C(C)OC(=O)C1=NOC(=C1)C(=O)O 3-(ethoxycarbonyl)isoxazole-5-carboxylic acid